2-[m-(Cyclopropylthio)phenyl]-4-methyl-1,2-dihydro-2,3,1-benzodiazaborinin-1-ol C1(CC1)SC=1C=C(C=CC1)N1B(C2=C(C(=N1)C)C=CC=C2)O